C(C)(C)(C)OC(=O)N1CCC(=CC1)C1=C(C(=CC=C1)Cl)NC(=O)N1CCC(CC1)(C)C1=NOC(=C1)C1CC1 4-(3-chloro-2-{[4-(5-cyclopropyl-1,2-oxazol-3-yl)-4-methylpiperidine-1-carbonyl]amino}phenyl)-3,6-dihydropyridine-1(2H)-carboxylic acid tert-butyl ester